methyl 2,4,6-tri-O-benzyl-3-C-cyano-α-D-gulopyranoside C(C1=CC=CC=C1)O[C@H]1[C@@H](OC)O[C@@H]([C@@H]([C@]1(O)C#N)OCC1=CC=CC=C1)COCC1=CC=CC=C1